COC(COC1=CC=C(C2=C1N=C(O2)N2CC1N(C(C2)C1)C(=O)OC(C)(C)C)C=1SC=CN1)=O tert-Butyl 3-(4-(2-methoxy-2-oxoethoxy)-7-(thiazol-2-yl)benzo[d]oxazol-2-yl)-3,6-diazabicyclo[3.1.1]heptane-6-carboxylate